C(C)(=O)N(N(C(=O)C1=CC=2C3=C(C(=NC2C=C1)N)C=NN3C)CC3=NC1=C(N3C)C=CC(=C1)Cl)C N'-acetyl-4-amino-N-((5-chloro-1-methyl-1H-benzo[d]imidazol-2-yl)methyl)-N',1-dimethyl-1H-pyrazolo[4,3-c]quinoline-8-carbohydrazide